phosphoric acid, hydroperoxide P(=O)(OO)(OO)OO